FC1=CC(=NC(=C1)N1[C@@H](CNC2(CC2)C1)C)C1=NC2=CC(=NC=C2C=C1)CNC(C1=CN=C(C(=C1)S(=O)(=O)C)C)=O (R)-N-((2-(4-fluoro-6-(6-methyl-4,7-diazaspiro[2.5]octan-7-yl)pyridin-2-yl)-1,6-naphthyridin-7-yl)methyl)-6-methyl-5-(methylsulfonyl)nicotinamide